4-((1R,5S)-3,8-diazabicyclo[3.2.1]octan-3-yl)-7-(5-chloroisoquinolin-4-yl)-8-fluoro-2-(((S)-1-methylpyrrolidin-2-yl)methoxy)pyrido[4,3-d]pyrimidin [C@H]12CN(C[C@H](CC1)N2)C=2C1=C(N=C(N2)OC[C@H]2N(CCC2)C)C(=C(N=C1)C1=CN=CC2=CC=CC(=C12)Cl)F